FC=1C(=NN(C1)COCC[Si](C)(C)C)C(C)(C)N(C(C)=O)C N-(2-(4-fluoro-1-((2-(trimethylsilyl)ethoxy)methyl)-1H-pyrazol-3-yl)propan-2-yl)-N-methylacetamide